The molecule is a glycol that is tetracosane bearing two hydroxy substituents located at positions 1 and 2. It derives from a hydride of a tetracosane. CCCCCCCCCCCCCCCCCCCCCCC(CO)O